C12C3CCC(C(CC1)CC2)CC3 tricyclo[4.2.2.22,5]Dodecane